5-acetyl-N-(1,1-dimethylethyl)-8-isoquinolinecarboxamide C(C)(=O)C1=C2C=CN=CC2=C(C=C1)C(=O)NC(C)(C)C